Methyl (3R)-3-(((benzyloxy)carbonyl)amino)-4-(phenylthio)pentanoate C(C1=CC=CC=C1)OC(=O)N[C@H](CC(=O)OC)C(C)SC1=CC=CC=C1